CON(C(=O)C1CC(C1)C(F)(F)F)C N-methoxy-N-methyl-3-(trifluoromethyl)cyclobutane-1-carboxamide